COC(CC1=C(C=C(C=C1)C)OCC1=CC2=C(COC3=C(C=CC=C23)CN)C=C1)=O 2-(2-((4-(aminomethyl)-6H-benzo(c)chromen-9-yl)methoxy)-4-methylphenyl)acetic acid methyl ester